C(#N)C1=C(C=CC(=C1)C(F)(F)F)N1CCC(CC1)(C(=O)NC[C@@H]1N(CC(C1)(F)F)C)C=1C=NC(=CC1)C=1N(C=CC1)C 1-[2-cyano-4-(trifluoromethyl)phenyl]-N-{[(2R)-4,4-difluoro-1-methylpyrrolidin-2-yl]methyl}-4-[6-(1-methyl-1H-pyrrol-2-yl)pyridin-3-yl]piperidine-4-carboxamide